5-((tert-butoxycarbonyl)amino)-2-((2-methyl-1,2,3,4-tetrahydroisoquinolin-7-yl)amino)quinazoline C(C)(C)(C)OC(=O)NC1=C2C=NC(=NC2=CC=C1)NC1=CC=C2CCN(CC2=C1)C